(3S)-3-[[(4Z)-4-(1,3-benzothiazol-6-ylmethylene)-5-oxo-1H-imidazol-2-yl]amino]piperidin-2-one S1C=NC2=C1C=C(C=C2)\C=C\2/N=C(NC2=O)N[C@@H]2C(NCCC2)=O